[Si](C)(C)(C(C)(C)C)OC[C@@H]1CN(CC1=O)C(=O)OC(C)(C)C tert-butyl (S)-3-(((tert-butyldimethylsilyl)oxy)methyl)-4-oxopyrrolidine-1-carboxylate